(o-methylphenyl)benzo[d]oxazole-2-thiol CC1=C(C=CC=C1)C1=CC=CC2=C1N=C(O2)S